FC1=CC=C(C=C1)N1N=CC2=C1C=C1CCN(C[C@]1(C2)C(=O)C=2N(C=CN2)C)S(=O)(=O)C2=CC=C(C=C2)C(F)(F)F (R)-(1-(4-fluorophenyl)-6-((4-(trifluoromethyl)phenyl)sulfonyl)-4,4a,5,6,7,8-hexahydro-1H-pyrazolo[3,4-g]isoquinolin-4a-yl)(1-methyl-1H-imidazol-2-yl)methanone